N(N)[C@](C(=O)O)(CC1=CC(=C(C=C1)O)OCOP(=O)(O)O)C (S)-2-hydrazino-3-(4-hydroxy-3-((phosphonooxy)methoxy)phenyl)-2-methylpropanoic acid